racemic-N-(1-(2-cyano-4-fluorophenyl)ethyl)-5-fluoro-2-methoxy-N-methylnicotinamide C(#N)C1=C(C=CC(=C1)F)[C@@H](C)N(C(C1=C(N=CC(=C1)F)OC)=O)C |r|